ClC1=C(C=NN(C1=O)C1OCCCC1)/C=C/C=O (E)-3-(5-chloro-6-oxo-1-tetrahydropyran-2-yl-pyridazin-4-yl)prop-2-enal